(2R)-1-({6-[2,4-bis(trifluoromethyl)phenyl]-5-methylpyridazin-3-yl}amino)propan-2-ol tert-butyl-(2-(5-cyclopropyl-3,6-dimethoxypyridin-2-yl)ethyl)carbamate C(C)(C)(C)N(C(=O)O[C@@H](CNC=1N=NC(=C(C1)C)C1=C(C=C(C=C1)C(F)(F)F)C(F)(F)F)C)CCC1=NC(=C(C=C1OC)C1CC1)OC